(E)-N,N-dimethyl-3-(4-hydroxyphenyl)acrylamide CN(C(\C=C\C1=CC=C(C=C1)O)=O)C